2-(1-((2-chloro-2-(pyridin-3-yl)ethyl)(3,4-dimethylbenzyl)amino)cyclopropyl)acetonitrile ClC(CN(C1(CC1)CC#N)CC1=CC(=C(C=C1)C)C)C=1C=NC=CC1